C1NCC12[C@@H](CC2)NC2=NC=C(C(=N2)C2=CNC1=C(C=CC=C21)P(C)(C)=O)C(F)(F)F (R)-(3-(2-((2-azaspiro[3.3]heptan-5-yl)amino)-5-(trifluoromethyl)pyrimidin-4-yl)-1H-indol-7-yl)dimethylphosphine oxide